propylene furanoate O1C(=CC=C1)C(=O)O.C=CC